(S)-(5-oxopyrrolidin-2-yl)methyl 3-((2-fluoro-4-(trifluoromethyl)benzyl)oxy)azetidine-1-carboxylate FC1=C(COC2CN(C2)C(=O)OC[C@H]2NC(CC2)=O)C=CC(=C1)C(F)(F)F